C1=CSC=2C1=C1C=3CCCCC3C(=NC1=CC2)C2=CC=C(C=C2)O 4-(8,9,10,11-tetrahydrothieno[3,2-a]phenanthridin-7-yl)phenol